2,2-Difluoro-pyrrolidine hydrochloride Cl.FC1(NCCC1)F